N-(5-chloro-1H-pyrrolo[3,2-b]pyridin-3-yl)-1-(2-methoxyethyl)-7-(trifluoromethyl)-1H-benzo[d]imidazol-2-amine ClC1=CC=C2C(=N1)C(=CN2)NC2=NC1=C(N2CCOC)C(=CC=C1)C(F)(F)F